6-methylisoquinolin-1(2H)-one CC=1C=C2C=CNC(C2=CC1)=O